4-benzyloxy-2-(4-tert-butyl-5-chloro-2-methyl-phenyl)quinoline-5-carbonitrile C(C1=CC=CC=C1)OC1=CC(=NC=2C=CC=C(C12)C#N)C1=C(C=C(C(=C1)Cl)C(C)(C)C)C